OC1=C(C=CC=C1)C=1C=C2C(=NN1)NC[C@@H]1N2CCN(C1)C1=NC=C(C=N1)N1CCN(CC1)C1CC2(C1)CCC(CC2)C(=O)O (S)-2-(4-(2-(2-(2-hydroxyphenyl)-6a,7,9,10-tetrahydro-5H-pyrazino[1',2':4,5]pyrazino[2,3-c]pyridazin-8(6H)-yl)pyrimidin-5-yl)piperazin-1-yl)spiro[3.5]nonane-7-carboxylic acid